(S)-3-(3-thioxohexahydroimidazo[1,5-a]pyrazin-2(3H)-yl)bicyclo[1.1.1]pentane-1-carboxylic acid S=C1N(C[C@H]2N1CCNC2)C21CC(C2)(C1)C(=O)O